O(CC1=CC=C(O1)C=O)CC1=CC=C(O1)C=O 5,5'-[oxy-bis(methylene)]di(2-furaldehyde)